4,7,10,13,16-Pentaoxanonadecane-1,19-diamine C(CCOCCOCCOCCOCCOCCCN)N